2-(1-(2-methoxyethyl)-1H-indazol-7-yl)-2-(3-((5-(5,6,7,8-tetrahydro-1,8-naphthyridin-2-yl)pentyl)oxy)azetidin-1-yl)acetic acid COCCN1N=CC2=CC=CC(=C12)C(C(=O)O)N1CC(C1)OCCCCCC1=NC=2NCCCC2C=C1